CC1=NC=C(C(=N1)N1CCC(CC1)OC1=CC=C2C=NNC2=C1)C 6-((1-(2,5-dimethylpyrimidin-4-yl)piperidin-4-yl)oxy)-1H-indazole